C(C)(C)(C)OC(C(=C)C)=O tert-Butyl-methacrylat